hexahydro-2H-pyrrolo[3,4-c]pyridine-2,5,7(3H)-tricarboxylic acid 5-benzyl 2-(tert-butyl) ester 7-ethyl ester C(C)OC(=O)C1C2C(CN(C1)C(=O)OCC1=CC=CC=C1)CN(C2)C(=O)OC(C)(C)C